1-oxo-6-(tetrahydrofuran-2-yl)-1H-isoquinoline-2,3-dicarboxylic acid 2-tert-butyl ester C(C)(C)(C)OC(=O)N1C(C2=CC=C(C=C2C=C1C(=O)O)C1OCCC1)=O